OC(C(=O)OCCCCO)CC (3S)-hydroxybutyl (3S)-hydroxybutyrate